1-methyl-5-(trifluoromethyl)benzimidazole CN1C=NC2=C1C=CC(=C2)C(F)(F)F